C1(=CC=CC=C1)C1NC=2C=CC(=CC2C2C3CCC(C12)C3)C(=O)N 6-phenyl-5,6,6a,7,8,9,10,10a-octahydro-7,10-methanophenanthridine-2-carboxamide